1-(2-bromo-4-chlorophenyl)-4-(trifluoromethyl)-1H-1,2,3-triazole-5-carboxylic acid ethyl ester C(C)OC(=O)C1=C(N=NN1C1=C(C=C(C=C1)Cl)Br)C(F)(F)F